N1=CN=C(C=C1)NC1CN(CC1)CC(=O)N 2-(3-(pyrimidin-4-ylamino)pyrrolidin-1-yl)acetamide